FC(S(=O)(=O)OC1=NC=2C3=C(C=CC2C=N1)N=NN3[C@H]3[C@](CCC3)(C)O)(F)F 1-((1R,2R)-2-hydroxy-2-methylcyclopentyl)-1H-[1,2,3]triazolo[4,5-H]quinazolin-8-yl trifluoromethanesulfonate